2-cyano-2,3-dimethylsuccinic di-n-butyl ester C(CCC)OC(C(C(C(=O)OCCCC)C)(C)C#N)=O